2,6-dimethyl-2,5-heptadien-4-one CC(C)=CC(C=C(C)C)=O